C(C)(C)(C)OC(=O)N[C@H](C(=O)O)CC=1SC=C(N1)C=1C=C2C(=C(N(C2=CC1)CC)C=1C(=NC=CC1)COC)CC(CO)(C)C (2S)-2-((tert-butoxycarbonyl)amino)-3-(4-(1-ethyl-3-(3-hydroxy-2,2-dimethylpropyl)-2-(2-(methoxymethyl)pyridin-3-yl)-1H-indol-5-yl)thiazol-2-yl)propanoic acid